tert-butyl 2-oxo-3-(4-((2-oxopyrrolidin-1-yl)methyl)benzyl)-2,3-dihydro-1H-benzo[d]imidazole-1-carboxylate O=C1N(C2=C(N1C(=O)OC(C)(C)C)C=CC=C2)CC2=CC=C(C=C2)CN2C(CCC2)=O